C12CN(CC(CC1)O2)C2=CC(=C(N=N2)Cl)N2C1COCC2CC1 8-(6-(8-oxa-3-azabicyclo[3.2.1]oct-3-yl)-3-chloropyridazin-4-yl)-3-oxa-8-azabicyclo[3.2.1]octane